BrC1=C(C=C(C=C1)B(O)O)COC1CCCC1 (4-bromo-3-((cyclopentyloxy)methyl)phenyl)boronic acid